F[C@@H]1[C@@H](CN(C1)C([C@@](C(F)(F)F)(C)O)=O)C1=NC=2CCNC(C2C=C1)=O ((3S,4R)-4-fluoro-1-((R)-3,3,3-trifluoro-2-hydroxy-2-methylpropionyl)pyrrolidin-3-yl)-7,8-dihydro-1,6-naphthyridin-5(6H)-one